1-ETHYL 2-[2-[3-(DIBENZYLAMINO)-2-FLUORO-1,1-DIMETHYL-PROPOXY]ETHOXY]ACETATE C(C1=CC=CC=C1)N(CC(C(OCCOCC(=O)OCC)(C)C)F)CC1=CC=CC=C1